NCCC[SiH2][SiH3] aminopropyl-disilane